N-(4-Chloro-3-cyano-1H-indol-7-yl)-1-[1-(hydroxymethyl)cyclobutyl]pyrazol-4-sulfonamid ClC1=C2C(=CNC2=C(C=C1)NS(=O)(=O)C=1C=NN(C1)C1(CCC1)CO)C#N